(R)-N-((R)-1-(6-bromo-5-methoxypyridin-2-yl)ethyl)-2-methylpropane-2-sulfinamide BrC1=C(C=CC(=N1)[C@@H](C)N[S@](=O)C(C)(C)C)OC